benzenesulfonamide trifluoroacetate salt FC(C(=O)O)(F)F.C1(=CC=CC=C1)S(=O)(=O)N